[Ru]=O.[Sr] Strontium-ruthenium oxide